FC1=CC=C(CN2C=3C(C=4C=CC=CC24)=CC=2N(C3)C=C(N2)C2=CC=CC=C2)C=C1 6-(4-fluorobenzyl)-2-phenyl-6H-imidazo[1',2':1,6]pyrido[3,4-b]indole